(2S,5R)-4-(4-fluorobenzoyl)-2,5-dimethylpiperazine-1-carboxylic acid tert-butyl ester C(C)(C)(C)OC(=O)N1[C@H](CN([C@@H](C1)C)C(C1=CC=C(C=C1)F)=O)C